N-(5-tert-butyl-4-chloro-1,3-thiazol-2-yl)-1-chloro-3-(1,3-dioxo-2,3-dihydro-1H-isoindol-2-yl)cyclobutane-1-carboxamide C(C)(C)(C)C1=C(N=C(S1)NC(=O)C1(CC(C1)N1C(C2=CC=CC=C2C1=O)=O)Cl)Cl